5'-bromo-[2,2'-bithiazole]-5-formaldehyde BrC1=CN=C(S1)C=1SC(=CN1)C=O